N-(4-(7-oxo-7,8-dihydro-1,8-naphthyridin-4-yl)benzyl)thiophene-2-sulfonamide O=C1C=CC=2C(=CC=NC2N1)C1=CC=C(CNS(=O)(=O)C=2SC=CC2)C=C1